7-morpholino-4-(o-tolyl)-2H-pyrano[2,3-b]pyridin-2-one O1CCN(CC1)C1=CC=C2C(=N1)OC(C=C2C2=C(C=CC=C2)C)=O